O=C1NC(CCC1N1C=C(C2=CC(=CC=C12)C=1CCN(CC1)C(=O)OC(C)(C)C)C)=O Tert-butyl 4-[1-(2,6-dioxo-3-piperidyl)-3-methyl-indol-5-yl]-3,6-dihydro-2H-pyridine-1-carboxylate